(2-isopropyl-4-(p-tris(trifluoro-methyl)methyl-phenyl)indenyl)(2-methyl-4-(p-tris(trifluoro-methyl)methyl-phenyl)indenyl)-zirconium dichloride [Cl-].[Cl-].C(C)(C)C=1C(C2=CC=CC(=C2C1)C1=CC=C(C=C1)C(C(F)(F)F)(C(F)(F)F)C(F)(F)F)[Zr+2]C1C(=CC2=C(C=CC=C12)C1=CC=C(C=C1)C(C(F)(F)F)(C(F)(F)F)C(F)(F)F)C